CC1(OB(OC1(C)C)C=1C=C(C=CC1)CCC#N)C 3-(3-(4,4,5,5-tetramethyl-1,3,2-dioxaborolan-2-yl)phenyl)propionitrile